1-methyl-5-phenyl-7-chloro-1,2,4,5-tetrahydro-1,5-benzodiazepine-2,4-dione CN1C(CC(N(C2=C1C=CC(=C2)Cl)C2=CC=CC=C2)=O)=O